8-(4-(4-((2,6-dioxopiperidin-3-yl)amino)phenyl)piperidin-1-yl)octanoic acid hydrochloride Cl.O=C1NC(CCC1NC1=CC=C(C=C1)C1CCN(CC1)CCCCCCCC(=O)O)=O